2-[3-benzyloxy-N-(2-hydroxyethyl)anilino]ethanol C(C1=CC=CC=C1)OC=1C=C(N(CCO)CCO)C=CC1